FC(S(=O)(=O)[O-])(F)F.C(C)(C)(C)C1=CC=C(C=C1)[I+]C1=CC=C(C=C1)C(C)(C)C bis(4-tertiary butyl-phenyl)iodonium trifluoromethanesulfonate